Tert-butyl (7-(4-(2-(2-aminopyridin-3-yl)-5-phenyl-3H-imidazo[4,5-b]pyridin-3-yl)benzyl)-7-azaspiro[3.5]nonan-2-yl)carbamate NC1=NC=CC=C1C1=NC=2C(=NC(=CC2)C2=CC=CC=C2)N1C1=CC=C(CN2CCC3(CC(C3)NC(OC(C)(C)C)=O)CC2)C=C1